2-(4-formylcyclohexyl)-6-isopropoxy-N-pyrazolo[1,5-a]pyrimidin-3-yl-indazole-5-carboxamide C(=O)C1CCC(CC1)N1N=C2C=C(C(=CC2=C1)C(=O)NC=1C=NN2C1N=CC=C2)OC(C)C